COC1=CC=C(COCCN)C=C1 2-(p-methoxybenzyloxy)ethylamine